ClC1=C2C=CNC2=CC(=C1)NC(NCC1=CC(=NC=C1)C(F)(F)F)=O 3-(4-chloro-1H-indol-6-yl)-1-{[2-(trifluoromethyl)pyridin-4-yl]methyl}urea